4-(4-((2,2-dimethyl-1,3-dioxolan-4-yl)methoxy)-7-phenyl-6,7-dihydro-5H-pyrrolo[2,3-d]pyrimidin-2-yl)morpholine CC1(OCC(O1)COC=1C2=C(N=C(N1)N1CCOCC1)N(CC2)C2=CC=CC=C2)C